2-(((4-methoxy-3,5-dimethylpyridin-2-yl) methyl) sulfinyl)-1H-benzo[d]imidazol-5-yl pivalate C(C(C)(C)C)(=O)OC1=CC2=C(NC(=N2)S(=O)CC2=NC=C(C(=C2C)OC)C)C=C1